ClC=1C2=C(N=CN1)N(CC2)C(C=C)=O 1-(4-Chloro-5,6-dihydro-7H-pyrrolo[2,3-d]pyrimidin-7-yl)prop-2-en-1-one